(2S,3S,4R,5R)-3,4-dihydroxyl-N'-methyl-5-(6-(((4-methylpyridin-2-yl)methyl)amino)-2-(pyridin-3-yl)-9H-purin-9-yl)tetrahydrofuran-2-carbohydrazide O[C@@H]1[C@H](O[C@H]([C@@H]1O)N1C2=NC(=NC(=C2N=C1)NCC1=NC=CC(=C1)C)C=1C=NC=CC1)C(=O)NNC